N'-[2-Chloro-4-[5-[(E)-3-(dimethylamino)prop-2-enoyl]-2-methyl-thiazol-4-yl]oxy-phenyl]-N,N-dimethyl-formamidine ClC1=C(C=CC(=C1)OC=1N=C(SC1C(\C=C\N(C)C)=O)C)N=CN(C)C